C(#N)C=1N=C(NC1)C(=O)O 4-CYANO-1H-IMIDAZOLE-2-CARBOXYLIC ACID